3-(2-((3,3-difluoro-1-(hydroxymethyl)cyclobutyl)amino)-2-oxoacetyl)-N-(3,4-difluorophenyl)-2-methyl-5,6,7,8-tetrahydroindolizine-1-carboxamide FC1(CC(C1)(CO)NC(C(=O)C1=C(C(=C2CCCCN12)C(=O)NC1=CC(=C(C=C1)F)F)C)=O)F